BrC1=C2C(=NC(=NC2=C(C=C1I)F)Cl)N1C[C@H]2C[C@H]([C@@H](C1)C2)O[Si](C)(C)C(C)(C)C bromo-4-((1r,5r,6r)-6-((tert-butyldimethylsilyl)oxy)-3-azabicyclo[3.2.1]oct-3-yl)-2-chloro-8-fluoro-6-iodoquinazoline